2-(4-(4-benzenesulfonylamino-cyclohexylmethyl)piperazin-1-yl)-6-(trifluoromethyl)-8-nitro-benzothiopyran-4-one C1(=CC=CC=C1)S(=O)(=O)NC1CCC(CC1)CN1CCN(CC1)C=1SC2=C(C(C1)=O)C=C(C=C2[N+](=O)[O-])C(F)(F)F